NCCC1CC(CCC1)CCN 1,3-bisaminoethylcyclohexane